3-(1H-indol-6-yl)-1-(3-{[(1H-indol-6-yl)carbamoyl]amino}-2-methylphenyl)urea N1C=CC2=CC=C(C=C12)NC(NC1=C(C(=CC=C1)NC(NC1=CC=C2C=CNC2=C1)=O)C)=O